(2-methyl-4-(4,5-dioxaborolan-2-yl)benzyl)carbamic acid tert-butyl ester C(C)(C)(C)OC(NCC1=C(C=C(C=C1)C1BOOC1)C)=O